(difluoromethyl)-3-fluoro-5''-methoxy-2-oxo-2H-[1,2':4',4''-terpyridine]-5'-carboxylic acid FC(F)C1=C(C(N(C=C1)C1=NC=C(C(=C1)C1=CC=NC=C1OC)C(=O)O)=O)F